1-chloro-3-(2-methyl-5-nitro-1H-imidazol-1-yl)propane-2-ol ClCC(CN1C(=NC=C1[N+](=O)[O-])C)O